BrC=1C=CC(=C(C1)NC1=NC=NC2=CC(=C(C=C12)OC1CCNCC1)OCC)OC N-(5-bromo-2-methoxyphenyl)-7-ethoxy-6-(piperidin-4-yloxy)quinazolin-4-amine